CN(CCN(C1=NC(=C(C=C1NC(C=C)=O)NC1=NC=C(C(=N1)C1=CN(C2=CC=CC=C12)C)Cl)OC(C)C)C)C N-{2-{[2-(dimethylamino)ethyl](methyl)amino}-6-isopropyloxy-5-{5-chloro-[4-(1-methyl-1H-indol-3-yl)pyrimidin-2-yl]amino}pyridin-3-yl}acrylamide